3-Bromo-2-chlorophenol BrC=1C(=C(C=CC1)O)Cl